3-(((3aR,5s,6aS)-2-(((R)-1,4-dioxan-2-yl)methyl)octahydro-cyclopenta[c]pyrrol-5-yl)amino)-6-(5-fluoro-2-methylphenyl)pyridazine-4-carbonitrile O1[C@@H](COCC1)CN1C[C@@H]2[C@H](C1)CC(C2)NC=2N=NC(=CC2C#N)C2=C(C=CC(=C2)F)C